Phenylmethanethiol C1(=CC=CC=C1)CS